5-(N-(2-(5-bromopyridin-3-yl)ethyl)sulfamoyl)-3-methylbenzofuran-2-carboxylic acid ethyl ester C(C)OC(=O)C=1OC2=C(C1C)C=C(C=C2)S(NCCC=2C=NC=C(C2)Br)(=O)=O